((E)-(1-methyl-β-carbolin-3-yl)methylenehydrazino)indol-2-one CC1=NC(=CC=2C3=CC=CC=C3NC12)\C=N\NC=1C(N=C2C=CC=CC12)=O